(E)-N-(2-(6-methoxy-2-oxo-2,3-dihydro-1,3-benzooxazol-3-yl)ethyl)-3-(4-trifluoromethylphenyl)acrylamide COC1=CC2=C(N(C(O2)=O)CCNC(\C=C\C2=CC=C(C=C2)C(F)(F)F)=O)C=C1